4-((3-chloro-4-ethynylphenoxy)methyl)-5-cyclopropyl-3-(2,6-dichlorophenyl)isoxazole ClC=1C=C(OCC=2C(=NOC2C2CC2)C2=C(C=CC=C2Cl)Cl)C=CC1C#C